7-hydroxycoumarin-methanol OC1=CC=C2C=C(C(OC2=C1)=O)CO